C(#N)C1=CC=C(C=C1)N(CCCC1CN(CCO1)C(=O)OC(C)(C)C)CC1=CC(=C(C=C1)F)OC tert-butyl 2-(3-((4-cyanophenyl)(4-fluoro-3-methoxybenzyl)amino)propyl)morpholine-4-carboxylate